N-((2S,3S,4R)-3,4-dihydroxy-1-{[(1S,2R,3S,4S,5R)-2,3,4-trihydroxy-5-(Methoxymethyl)cyclohexyl]oxy}octadecane-2-yl)-11-phenylundecaneamide O[C@@H]([C@H](CO[C@@H]1[C@@H]([C@H]([C@H]([C@H](C1)COC)O)O)O)NC(CCCCCCCCCCC1=CC=CC=C1)=O)[C@@H](CCCCCCCCCCCCCC)O